O(S(=O)(=O)C(F)(F)F)C1=NC2(CCC2)OC2=C1C=CC=C2 spiro[1,3-benzoxazine-2,1'-cyclobutane]-4-yl triflate